N=1C=CC2=CN=C(CC21)C(=O)O Z-pyrrolo[3,2-c]pyridine-6-carboxylic acid